C12C3C(OCC3C(C=C1)O2)=O 4,10-dioxatricyclo[5.2.1.0(2,6)]dec-8-ene-3-one